bis[4-(2-naphthyl)-phenyl] carbonate C(OC1=CC=C(C=C1)C1=CC2=CC=CC=C2C=C1)(OC1=CC=C(C=C1)C1=CC2=CC=CC=C2C=C1)=O